C(C)C1=CC=C(C2=C1NC(CC(N2)C)=O)C=2C=CC=C1C=C(N=CC21)C=2C=CC(=NC2)C(=O)[O-] 5-(8-(9-ethyl-4-methyl-2-oxo-2,3,4,5-tetrahydro-1H-benzo[b][1,4]diazepin-6-yl)isoquinolin-3-yl)picolinate